FC1(OC(C(C1(F)F)(F)F)(C(C(F)(F)F)(F)C(F)(F)F)OC)C(C(F)(F)F)(C(F)(F)F)F 2,3,3,4,4-pentafluoro-5-methoxy-2,5-bis[1,2,2,2-tetrafluoro-1-(trifluoromethyl)ethyl]tetrahydrofuran